p-tolyl-Tolyloxymethyl-phosphine C1(=C(C=CC=C1)C1=CC(=C(C=C1)C)OCP)C